N[C@H](C(=O)N)CC1C(NC2=CC=C(C=C12)C)=O (2S)-2-amino-3-(5-methyl-2-oxo-indolin-3-yl)propanamide